N-(4-(methylsulfonyl)phenyl)-1-(1-(pyridazin-3-yl)ethyl)-1H-pyrazolo[4,3-d]pyridin-6-amine CS(=O)(=O)C1=CC=C(C=C1)NN1C=CC=2C(=C1)N(NC2)C(C)C=2N=NC=CC2